FC=1C=C(C(=O)NC23CCC(CC2)(CC3)O)C=CC1C1=NC=CC3=C1C=CN3 3-fluoro-N-(4-hydroxybicyclo[2.2.2]oct-1-yl)-4-(1H-pyrrolo[3,2-c]pyridin-4-yl)benzamide